N-(cyclohexylmethyl)-3-methyl-5-(1-methyl-6-oxo-1,6-dihydropyridin-3-yl)-N-(3-(methylamino)-3-oxopropyl)benzo[b]thiophene-2-carboxamide C1(CCCCC1)CN(C(=O)C1=C(C2=C(S1)C=CC(=C2)C2=CN(C(C=C2)=O)C)C)CCC(=O)NC